(4-(2-chloro-4-((3-(2,3-difluoro-4-methoxyphenyl)imidazo[1,2-a]pyrazin-8-yl)amino)-6-methylbenzoyl)piperazin-1-yl)((2S,4R)-4-hydroxypyrrolidin-2-yl)methanone dihydrochloride Cl.Cl.ClC1=C(C(=O)N2CCN(CC2)C(=O)[C@H]2NC[C@@H](C2)O)C(=CC(=C1)NC=1C=2N(C=CN1)C(=CN2)C2=C(C(=C(C=C2)OC)F)F)C